hexadecyl-3,5-bis-tert-butyl-4-hydroxybenzoate C(CCCCCCCCCCCCCCC)OC(C1=CC(=C(C(=C1)C(C)(C)C)O)C(C)(C)C)=O